N-dodecyl-benzotriazol Sodium 2-(2,2-Diphenylethyl)-5-methoxy-1-methyl-6-oxo-1,6-dihydropyrimidine-4-carboxylate C1(=CC=CC=C1)C(CC=1N(C(C(=C(N1)C(=O)[O-])OC)=O)C)C1=CC=CC=C1.[Na+].C(CCCCCCCCCCC)N1N=NC2=C1C=CC=C2